C(C)(C)(C)OC(=O)NC(C(=O)OC)CO methyl 2-((tert-butoxycarbonyl) amino)-3-hydroxypropionate